2,2''',4,4''',6,6'''-hexaisopropyl-1,1':2',1'':2'',1'''-quaterphenyl C(C)(C)C1=C(C(=CC(=C1)C(C)C)C(C)C)C=1C(=CC=CC1)C=1C(=CC=CC1)C1=C(C=C(C=C1C(C)C)C(C)C)C(C)C